2-[2-(benzyloxy)ethyl]-4-methoxybutyronitrile C(C1=CC=CC=C1)OCCC(C#N)CCOC